3-(7-methyl-1-oxo-6-(trifluoromethoxy)isoindolin-2-yl)piperidine-2,6-dione CC=1C(=CC=C2CN(C(C12)=O)C1C(NC(CC1)=O)=O)OC(F)(F)F